5-(4-chloro-2-fluorophenyl)-2,3-dimethyl-7-(2-(2-(tri-fluoromethyl)-4-pyridinyl)-4-morpholinyl)pyrido[4,3-d]pyrimidin-4(3H)-one ClC1=CC(=C(C=C1)C1=NC(=CC=2N=C(N(C(C21)=O)C)C)N2CC(OCC2)C2=CC(=NC=C2)C(F)(F)F)F